(R)-N-(4-(N-(1-(1-(2-(dimethylamino)-2-oxoethyl)piperidin-4-yl)ethyl)sulfamoyl)-2-methylphenyl)-2-methylbenzamide CN(C(CN1CCC(CC1)[C@@H](C)NS(=O)(=O)C1=CC(=C(C=C1)NC(C1=C(C=CC=C1)C)=O)C)=O)C